(S)-4-(4-((4-(3-((2-(1-hydroxyethyl)-1H-imidazol-1-yl)methyl)isoxazol-5-yl)phenyl)ethynyl)benzyl)piperazin-2-one O[C@@H](C)C=1N(C=CN1)CC1=NOC(=C1)C1=CC=C(C=C1)C#CC1=CC=C(CN2CC(NCC2)=O)C=C1